(Z)-2-(5-fluoro-2-methyl-1-(4-methylbenzylidene)-1H-inden-3-yl)acetic acid FC=1C=C2C(=C(/C(/C2=CC1)=C/C1=CC=C(C=C1)C)C)CC(=O)O